(R)-7,8-Dichloro-5-(2-hydroxy-2-methylpropyl)-10-(2-methyl-2H-1,2,3-triazol-4-yl)-3,4,5,6-tetrahydroazepino[4,5-b]indol-2(1H)-one ClC1=C(C=C(C=2C3=C(NC12)[C@@H](CNC(C3)=O)CC(C)(C)O)C3=NN(N=C3)C)Cl